N-((S)-2-cyano-1-(4-(ethylsulfonyl)phenyl)ethyl)-4-((2S,4S)-2-((difluoromethoxy)methyl)-4-((6-(trifluoromethyl)pyridine-3-yl)oxy)pyrrolidin-1-yl)benzamide C(#N)C[C@@H](C1=CC=C(C=C1)S(=O)(=O)CC)NC(C1=CC=C(C=C1)N1[C@@H](C[C@@H](C1)OC=1C=NC(=CC1)C(F)(F)F)COC(F)F)=O